ClCC=1N(C2=C(N1)C=CC(=C2)C(=O)OC)C[C@@H](CC)CC=O methyl 2-(chloromethyl)-3-[(3S)-oxopent-3-ylmethyl]-1,3-benzodiazole-5-carboxylate